C(C)(C)(C)OC(=O)N1CCN(CC1)C1=C(C=CC=C1)C(CCCO)NC1=CC=C(C=C1)Br.FC1=CC=C(C=C1)CC[SiH3] 4-fluorophenylethyl-silane tert-butyl-4-(2-(1-((4-bromophenyl)amino)-4-hydroxybutyl)phenyl)piperazine-1-carboxylate